t-butyl N-{2-[3,5-dichloro-4-({5-methyl-4-oxo-3H,5H,6H,7H-cyclopenta[d]pyridazin-1-yl}oxy)phenyl]-3,5-dioxo-4H-1,2,4-triazin-6-yl}carbamate ClC=1C=C(C=C(C1OC1=NNC(C2=C1CCC2C)=O)Cl)N2N=C(C(NC2=O)=O)NC(OC(C)(C)C)=O